p-methoxycinnamic acid isoamylester C(CC(C)C)OC(C=CC1=CC=C(C=C1)OC)=O